thiobis(thio) ether S1SOS1